2-cyclohexylmethylamino-2-tolueneacetonitrile C1(CCCCC1)CNC1(C(C)C=CC=C1)CC#N